8-bromo-3-triisopropylsilyloxy-naphthalen-1-ol BrC=1C=CC=C2C=C(C=C(C12)O)O[Si](C(C)C)(C(C)C)C(C)C